3,4-dimethyl-8-[(3S)-3-[(2-methyl-4-pyridyl)oxy]pyrrolidin-1-yl]pyrimido[4',5':4,5]thieno[2,3-c]pyridazine CC1=C(C2=C(N=N1)SC1=C2N=CN=C1N1C[C@H](CC1)OC1=CC(=NC=C1)C)C